BrC=1N=C2C(=NC1)N(C=C2C(=O)NCCC(F)(F)F)COCC[Si](C)(C)C 2-bromo-N-(3,3,3-trifluoropropyl)-5-{[2-(trimethylsilyl)eth-oxy]methyl}-5H-pyrrolo[2,3-b]pyrazine-7-carboxamide